O=C(C(=O)O)NC(C)C 2-oxo-2-(prop-2-ylamino)acetic acid